ClC1=CC=C(C=C1)N1N=C(NC1=O)C 2-(4-chlorophenyl)-5-methyl-2,4-dihydro-3H-1,2,4-triazol-3-one